tert-butyl 3-[3-[2-(4-benzyloxycarbonylpiperazin-1-yl)ethoxy]phenyl]-3,8-diazabicyclo[3.2.1]octane-8-carboxylate C(C1=CC=CC=C1)OC(=O)N1CCN(CC1)CCOC=1C=C(C=CC1)N1CC2CCC(C1)N2C(=O)OC(C)(C)C